Bis-sulfo-succinimidyl suberate C1C(C(=O)N(C1=O)OC(=O)CCCCCCC(=O)ON2C(=O)CC(C2=O)S(=O)(=O)[O-])S(=O)(=O)[O-].[Na+].[Na+]